7-Butyl 2-(7-formylphthalazin-1-yl)-2,7-diazaspiro[3.5]nonane-7-carboxylate C(=O)C1=CC=C2C=NN=C(C2=C1)N1CC2(C1)CCN(CC2)C(=O)OCCCC